(R)-5-(4-cyano-3-(isoquinolin-4-yl)-2-oxoimidazolidin-1-yl)-2-(trifluoromethyl)isonicotinonitrile C(#N)[C@@H]1N(C(N(C1)C1=CN=C(C=C1C#N)C(F)(F)F)=O)C1=CN=CC2=CC=CC=C12